6-chlorohexanol ClCCCCCCO